ClC1=C(C=C2C=C(N=CC2=C1)NC(=O)[C@@H]1[C@@H]([C@H]1C1=NN(C=C1)C)CC)N1CCN(CC1)[C@]1(COC[C@H]1F)C (1R,2R,3R)-N-[7-chloro-6-[4-((3S,4S)-4-fluoro-3-methyl-tetrahydrofuran-3-yl)piperazin-1-yl]-3-isoquinolyl]-2-ethyl-3-(1-methylpyrazol-3-yl)cyclopropanecarboxamide